BrC=1C=C2CCCN(C2=CC1)C1=NN(C2=C1CN(CC2)C(C)=O)C2CCOCC2 1-(3-(6-Bromo-3,4-dihydroquinolin-1(2H)-yl)-1-(tetrahydro-2H-pyran-4-yl)-1,4,6,7-tetrahydro-5H-pyrazolo[4,3-c]pyridin-5-yl)ethan-1-one